1-(2,4-dichloro-5-fluorophenyl)propane-1,3-diol ClC1=C(C=C(C(=C1)Cl)F)C(CCO)O